Tetrabromo-2,3-dimethylbutane BrC(C(Br)(Br)Br)(C(C)C)C